tert-butyl (1S,2R)-2-(7-bromo-4-(1-methyl-1H-pyrazol-4-yl)-3-oxo-2,3-dihydro-1H-pyrrolo[3,4-c]pyridin-6-ylamino)cyclohexylcarbamate BrC=1C2=C(C(=NC1N[C@H]1[C@H](CCCC1)NC(OC(C)(C)C)=O)C=1C=NN(C1)C)C(NC2)=O